1-chloro-8-(4-(1-(methoxy-d3)cyclopropane-1-carbonyl)piperazin-1-yl)-N-(3-methyloxetan-3-yl)-3-(5-(trifluoromethyl)-1,3,4-thiadiazol-2-yl)imidazo[1,5-a]pyridine-6-sulfonamide ClC=1N=C(N2C1C(=CC(=C2)S(=O)(=O)NC2(COC2)C)N2CCN(CC2)C(=O)C2(CC2)OC([2H])([2H])[2H])C=2SC(=NN2)C(F)(F)F